5-[[4-[(4-cyanotetrahydropyran-3-yl)amino]-5-methyl-pyrimidin-2-yl]amino]-1-hydroxy-3H-2,1-benzoxaborole-7-carbonitrile C(#N)C1C(COCC1)NC1=NC(=NC=C1C)NC=1C=C(C2=C(COB2O)C1)C#N